CC(C(=O)OCC(C)(C1=CC(=CC=C1)Cl)NC(=O)OC(C)(C)C)(C)C 2-{[(tert-butoxy)carbonyl]amino}-2-(3-chlorophenyl)propyl 2,2-dimethylpropanoate